4-(4-Chlorophenoxy)-5-(2-fluorophenyl)-1H-pyrazol ClC1=CC=C(OC=2C=NNC2C2=C(C=CC=C2)F)C=C1